C(C)OC(C)C1=C(C=C(C=C1)C)[N+](=O)[O-] 1-(1-ethoxyethyl)-4-methyl-2-nitrobenzene